C(C)N1N=C(NC1=O)CO ethyl-5-(hydroxymethyl)-2,4-dihydro-3H-1,2,4-triazol-3-one